4-(4-(1,3,4-oxadiazol-2-yl)phenyl)-N-(pyridin-3-yl)butanamide O1C(=NN=C1)C1=CC=C(C=C1)CCCC(=O)NC=1C=NC=CC1